C(C)(C)C1CC=C(C(C1)=O)C 5-isopropyl-2-methylcyclohex-2-en-1-one